[Zr].[Nb].[Ti] TITANIUM NIOBIUM-ZIRCONIUM